C[Si](C=C[SiH2]C(NCCC[Si](C)(OC)OC)NCCC[Si](OC)(OC)C)(OCC)OCC 1-methyldiethoxysilyl-2-bis(methyldimethoxysilylpropylamino)methylsilyl-ethylene